4-chloro-N-(5-(4-methylpiperazin-1-yl)-2-(Trifluoromethoxy)phenyl)pyrimidin-2-amine ClC1=NC(=NC=C1)NC1=C(C=CC(=C1)N1CCN(CC1)C)OC(F)(F)F